Dimethyl-sulfonium bromide [Br-].C[SH+]C